N-[5-(1,1-dioxo-1,4-thiazinane-4-carbonyl)-6-(3-propan-2-ylpyrrolidin-1-yl)pyridin-2-yl]cyclopropanecarboxamide O=S1(CCN(CC1)C(=O)C=1C=CC(=NC1N1CC(CC1)C(C)C)NC(=O)C1CC1)=O